C1OCC12CN(C2)C[C@H]2C[C@H](C2)N2C=C(C1=C2N=CN=C1N)C=1C=C(CCS(=O)(=O)N)C=CC1 (3-(7-(cis-3-(2-oxa-6-azaspiro[3.3]heptan-6-ylmethyl)cyclobutyl)-4-amino-7H-pyrrolo[2,3-d]pyrimidin-5-yl)benzyl)methanesulfonamide